ClC=1C=C(C(=NC1NC=1C=C2C=C(C(N(C2=CC1)C)=O)OCC(=O)NC)N1CC(CC(C1)C)NC(OC(C)(C)C)=O)C#N tert-butyl (1-(5-chloro-3-cyano-6-((1-methyl-3-(2-(methylamino)-2-oxoethoxy)-2-oxo-1,2-dihydroquinolin-6-yl)amino)pyridin-2-yl)-5-methylpiperidin-3-yl)carbamate